C(C1=CC=CC=C1)C=1C(=C(C(=O)O)C=C(C1)OC(C)=O)OC(C)=O benzyl-2,5-diacetoxybenzoic acid